cesium-silver [Ag].[Cs]